[4-(5-tert-butyl-1,3,4-oxadiazol-2-yl)phenyl]-[4-(5-methyloxazolo[4,5-b]pyridin-2-yl)piperazin-1-yl]methanone C(C)(C)(C)C1=NN=C(O1)C1=CC=C(C=C1)C(=O)N1CCN(CC1)C=1OC=2C(=NC(=CC2)C)N1